(4-fluorophenyl)-4[3H]quinazolinone FC1=CC=C(C=C1)C1=NC2=CC=CC=C2C(N1)=O